tert-butyl (2-(N-benzyl-2-(6-(5-chloro-2-((oxan-4-yl)amino)pyrimidin-4-yl)-1-oxoisoindolin-2-yl)acetamido)ethyl)carbamate C(C1=CC=CC=C1)N(C(CN1C(C2=CC(=CC=C2C1)C1=NC(=NC=C1Cl)NC1CCOCC1)=O)=O)CCNC(OC(C)(C)C)=O